(E)-1-(but-3-yn-1-yl)-[3,3'-biindolinylidene]-2,2'-dione C(CC#C)N1C(/C(/C2=CC=CC=C12)=C\1/C(NC2=CC=CC=C12)=O)=O